6-(2,2-difluoroethoxy)-2-(2-hydroxy-4,6-dimethylphenyl)-2,5-dihydro-4H-pyrazolo[3,4-d]pyrimidin-4-one FC(COC=1NC(C=2C(N1)=NN(C2)C2=C(C=C(C=C2C)C)O)=O)F